ClC1=CC(=NC=C1)C=O 4-chloro-pyridine-2-carbaldehyde